ClCC(=O)C1=C(N(C2=CC(=CC=C12)CS(=O)(=O)C)C1=CC=C(C=C1)Cl)C 2-chloro-1-(1-(4-chlorophenyl)-2-methyl-6-((methylsulfonyl)methyl)-1H-indol-3-yl)ethan-1-one